N-Methyl-2-[[2-phenyl-2-[4-(trifluoromethyl)phenyl]ethyl]amino]acetamide CNC(CNCC(C1=CC=C(C=C1)C(F)(F)F)C1=CC=CC=C1)=O